tert-butyl (cyclopropylmethyl)((3R)-1-(2-oxo-1-(1-(4-(6-(pyrrolidin-1-yl)pyrazin-2-yl)-1H-1,2,3-triazol-1-yl)ethyl)-1,2-dihydropyridin-4-yl)piperidin-3-yl)carbamate C1(CC1)CN(C(OC(C)(C)C)=O)[C@H]1CN(CCC1)C1=CC(N(C=C1)C(C)N1N=NC(=C1)C1=NC(=CN=C1)N1CCCC1)=O